N(=C=O)C1(C(CCC1)N=C=O)C 1-isocyanato-2-isocyanato-methyl-cyclopentane